N[C@@H](C)C(=O)O.C(C)N1CN(C=C1)C 1-ethyl-3-methylimidazol alanine salt